CC=1NC(=C(C(C1C(=O)OC)C1=CC(=CC=C1)[N+](=O)[O-])C(=O)OCCOC1=C(C(=CC(=C1)O)O)C(\C=C\C1=CC(=CC=C1)Br)=O)C 5-O-[2-[2-[(E)-3-(3-Bromophenyl)prop-2-enoyl]-3,5-dihydroxyphenoxy]ethyl] 3-O-methyl 2,6-dimethyl-4-(3-nitrophenyl)-1,4-dihydropyridine-3,5-dicarboxylate